C(CCCCCCCCCCCCCCCCCC)N(CCCCCCCCCCCCCCCCCCC)CCCCCCCCCCCCCCCCCCC tri(nonadecyl)amine